BrC1=NN(C(=C1)C=O)C 3-bromo-1-methyl-1H-pyrazole-5-carbaldehyde